methyl 4-([2-[(tert-butoxycarbonyl)amino]ethyl]amino)-6-chloropyrido[3,2-d]pyrimidine-8-carboxylate C(C)(C)(C)OC(=O)NCCNC=1C2=C(N=CN1)C(=CC(=N2)Cl)C(=O)OC